Dimethyl-Ethylbenzyl-Ammonium Chloride [Cl-].C[N+](CC1=CC=CC=C1)(CC)C